N[C@H]1C2N(CC1CC2)C(=O)C=2C=C(C=1N(C2)N=C(C1C)C1=CC=2C(=NC=CC2)N1CC1CC1)OC ((7R)-7-Amino-2-azabicyclo[2.2.1]heptan-2-yl)(2-(1-(cyclopropylmethyl)-1H-pyrrolo[2,3-b]pyridin-2-yl)-4-methoxy-3-methylpyrazolo[1,5-a]pyridin-6-yl)methanone